The molecule is an acyl-CoA(4-) arising from deprotonation of the phosphate and diphosphate OH groups of (E)-hex-4-enoyl-CoA; major species at pH 7.3. It is a monounsaturated fatty acyl-CoA(4-) and a medium-chain fatty acyl-CoA(4-). It is a conjugate base of an (E)-hex-4-enoyl-CoA. C/C=C/CCC(=O)SCCNC(=O)CCNC(=O)[C@@H](C(C)(C)COP(=O)([O-])OP(=O)([O-])OC[C@@H]1[C@H]([C@H]([C@@H](O1)N2C=NC3=C(N=CN=C32)N)O)OP(=O)([O-])[O-])O